[N-](S(=O)(=O)C(F)(F)F)S(=O)(=O)C(F)(F)F.C[N+]1=CNC=C1 3-methylimidazolium bistrifluoromethanesulfonimide salt